2-(4-(2-(trifluoromethyl)phenyl)piperidine-1-carbonyl)benzamide FC(C1=C(C=CC=C1)C1CCN(CC1)C(=O)C1=C(C(=O)N)C=CC=C1)(F)F